C1CC(=O)OCCOC1=O dimethylene ethylenedicarboxylate